bis(4-aminophenyl)-1,3-dimethyl-1,3-diphenyldisiloxane NC1=CC=C(C=C1)[Si](O[Si](C1=CC=CC=C1)(C)C1=CC=C(C=C1)N)(C1=CC=CC=C1)C